5-(2-(4-((3-Chloro-4-(trifluoromethoxy)benzyl)amino)butoxy)ethoxy)pyrimido[4,5-c]quinoline-8-carboxylic acid ClC=1C=C(CNCCCCOCCOC2=NC=3C=C(C=CC3C3=C2N=CN=C3)C(=O)O)C=CC1OC(F)(F)F